C1(CC1)CNC[C@@H](CO)O (S)-3-((cyclopropylmethyl)amino)propane-1,2-diol